(2R,3S)-3-((9H-fluoren-9-yl)amino)-4-phenyl-1-((3-(trifluoromethyl)benzyl)amino)-butanol C1=CC=CC=2C3=CC=CC=C3C(C12)N[C@H](CC(O)NCC1=CC(=CC=C1)C(F)(F)F)CC1=CC=CC=C1